4-(difluoromethoxy)-3-[(pyrimidin-5-yl)ethenyl]benzoic acid FC(OC1=C(C=C(C(=O)O)C=C1)C=CC=1C=NC=NC1)F